2-methyl-1,3-diphenyl-1,3-propanediol CC(C(O)C1=CC=CC=C1)C(O)C1=CC=CC=C1